FC1=NC=C(C(=O)N(CC2=NC=C(C=C2)C(F)(F)F)C2COC3=C2C=CC(=C3)C=3C=NN(C3)C)C=C1 6-fluoro-N-(6-(1-methyl-1H-pyrazol-4-yl)-2,3-dihydrobenzofuran-3-yl)-N-((5-(trifluoromethyl)pyridin-2-yl)methyl)nicotinamide